ClCCCCC(CCCC)Cl 1,5-dichlorononane